FC1=CC=C(C=C1)C(CC(=O)N)O 3-(4-fluorophenyl)-3-hydroxypropionamide